2-chloro-N,N-diethyl-ethylamine hydrochloride Cl.ClCCN(CC)CC